C(#N)CCOC1=C(C=C(C=C1)CC)S(=O)(=O)NC1=NOC2=C1C(=CC(=C2)CN2N=CC(=C2)CNC(OC)=O)OC methyl ((1-((3-((2-(2-cyanoethoxy)-5-ethylphenyl)sulfonamido)-4-methoxybenzo[d]isoxazol-6-yl)methyl)-1H-pyrazol-4-yl)methyl)carbamate